FC(C1(NN1)C1=CC=CC=C1)(F)F 3-(trifluoromethyl)-3-phenyldiaziridine